FC(C1=C(C=CC=C1)CNC(=O)C1=CC=2C(=NC(=CC2)C=2C=NNC2)N1C)F N-{[2-(difluoromethyl)phenyl]methyl}-1-methyl-6-(1H-pyrazol-4-yl)pyrrolo[2,3-b]pyridine-2-carboxamide